NC1=NC(N(C=C1)[C@@H]1S[C@@H](OC1)CO)=O 4-amino-1-[(2R,4R)-2-(hydroxymethyl)-1,3-oxathiolan-4-yl]-2(1H)-pyrimidinone